ClCC1=CC=C(C(=O)NC2=CC=C(C=C2)S(=O)(=O)N2CCN(CC2)C(=O)OCC2=CC=CC=C2)C=C1 Benzyl 4-[4-[[4-(chloromethyl)benzoyl]amino]phenyl]sulfonylpiperazine-1-carboxylate